Cl.FC=1C=C(C=CC1)C1(CCC1)N 1-(3-fluorophenyl)cyclobutan-1-amine-hydrochloride salt